(4S)-4-methyl-2-[(Oxocyclohexan-4-yl)methyl]-N-{[(2S)-Oxopentane-2-yl]methyl}-8-(trifluoromethyl)-4,5-dihydro-2H-furo[2,3-g]indazole-7-carboxamide C[C@@H]1C2=CN(N=C2C2=C(C1)OC(=C2C(F)(F)F)C(=O)NC[C@@H](C)CCC=O)CC2CCC(CC2)=O